C1=CC=CC=2C3=CC=CC=C3C(C12)COC(=O)N[C@@H](CCC(=O)OC(C)(C)C)C(=O)OC(C)C 5-(tert-butyl) 1-isopropyl (((9H-fluoren-9-yl)methoxy)carbonyl)-L-glutamate